N1N=C(C=CC=C1)N diazepineamine